C1(=CC=CC=C1)COC[C@H](C)O (S)-1-(phenylmethyloxy)propan-2-ol